FC1=C2C=C(NC2=CC=C1)C(=O)N(C)[C@@H]1COCC=2NC(C=3C=C(C=CC3C21)F)=O (S)-4-fluoro-N-(8-fluoro-6-oxo-1,4,5,6-tetrahydro-2H-pyrano[3,4-c]isoquinolin-1-yl)-N-methyl-1H-indole-2-carboxamide